phenethylamide C(CC1=CC=CC=C1)[NH-]